FC(C=1C=C(C=C(C1)C(F)(F)F)NS(=O)(=O)C1=C(C=C(C=C1C)C1=CC=CC=C1)C)(F)F N-(3,5-bis(trifluoromethyl)phenyl)-3,5-dimethyl-[1,1'-biphenyl]-4-sulfonamide